Methyl 5-(5-(4,4-difluoropiperidine-1-carbonyl)-1H-pyrrolo[2,3-b]pyridin-1-yl)picolinate FC1(CCN(CC1)C(=O)C=1C=C2C(=NC1)N(C=C2)C=2C=CC(=NC2)C(=O)OC)F